bis-(3-ethoxy-silylpropyl) disulphide C(C)OC(CCSSCCC(OCC)[SiH3])[SiH3]